6-Chloro-2-(difluoromethyl)-3-methylpyridine ClC1=CC=C(C(=N1)C(F)F)C